(R)-6,7-difluoro-5-(1-(2-fluorophenyl)ethyl)-3-(((3-fluoropyridin-2-yl)methyl)amino)-4H-benzo[e][1,2,4]thiadiazine 1,1-dioxide FC=1C(=CC2=C(NC(=NS2(=O)=O)NCC2=NC=CC=C2F)C1[C@H](C)C1=C(C=CC=C1)F)F